ClC1=C(C=CC=2N=C(SC21)C)C2=NNC1=NC(=CN=C12)N1C[C@H]2C([C@H]2C1)(C1=NC=CC=C1)CN ((1R,5S,6r)-3-(3-(7-chloro-2-methylbenzo[d]thiazol-6-yl)-1H-pyrazolo[3,4-b]pyrazin-6-yl)-6-(pyridin-2-yl)-3-azabicyclo[3.1.0]hexan-6-yl)methanamine